(5-(N-methylsulfamoyl)-2-(4-(trifluoromethyl)phenoxy)phenyl)boronic acid CNS(=O)(=O)C=1C=CC(=C(C1)B(O)O)OC1=CC=C(C=C1)C(F)(F)F